C1(CCCC1)NC=1C2=C(N=C(N1)NC1=CC=C(C=3CCOC31)C(=O)N3CCC(CC3)N3CCOCC3)NC=C2C#N 4-(cyclopentylamino)-2-((4-(4-morpholino-piperidine-1-carbonyl)-2,3-dihydro-benzofuran-7-yl)amino)-7H-pyrrolo[2,3-d]pyrimidine-5-carbonitrile